C1(CC1)C1=CC=C(C=C1)O 4-cyclopropylphenol